COC(=O)C1=NN(C(C=C1)=O)CCC1=CC(=CC=C1)CN1N=CC=2C1=NC(=NC2N)Cl (3-((4-amino-6-chloro-1H-pyrazolo[3,4-d]pyrimidin-1-yl)methyl)phenethyl)-6-oxo-1,6-dihydropyridazine-3-carboxylic acid methyl ester